diphenylaminophenylphosphonate C1(=CC=CC=C1)N(C1=CC=CC=C1)C1=C(C=CC=C1)P([O-])([O-])=O